CS(=O)(=O)[O-].C(CCCCCCCCC)[N+]1=CC=C(C=C1)CC 1-Decyl-4-ethylpyridinium methansulfonat